COC1=CC=C(CNC=2C(=C3C(N(C=NC3=CC2)C)=O)C)C=C1 6-((4-methoxybenzyl)amino)-3,5-dimethylquinazolin-4(3H)-one